(5-(2-aminobenzo[d]thiazol-6-yl)-2-methoxypyridin-3-yl)(4-(4-fluorophenyl)piperidin-1-yl)methanone NC=1SC2=C(N1)C=CC(=C2)C=2C=C(C(=NC2)OC)C(=O)N2CCC(CC2)C2=CC=C(C=C2)F